NC1=C(C=C2C=C(C=NC2=N1)C(=O)N(CC1=NC=C(C=C1)C(F)(F)F)[C@H](C)C1=NC=CC=N1)C 7-amino-6-methyl-N-((1R)-1-(2-pyrimidinyl)ethyl)-N-((5-(trifluoromethyl)-2-pyridinyl)methyl)-1,8-naphthyridine-3-carboxamide